ethenylestradiol C[C@]12CC[C@H]3[C@H]([C@@H]1CC[C@]2(C=C)O)CCC4=C3C=CC(=C4)O